NC1=CC(=C(C(=C1)F)C=1C=CC(N(C1C)C)=O)F 5-(4-amino-2,6-difluorophenyl)-1,6-dimethylpyridin-2(1H)-one